[Si](C)(C)(C(C)(C)C)OC=1C(=C(C2=C(C=C(O2)C2=C3N=CC(=NC3=CC(=C2)C)OC(F)F)C1)[Si](C)(C)C)F 5-(5-(tert-butyldimethylsilyloxy)-6-fluoro-7-(trimethylsilyl)benzofuran-2-yl)-2-(difluoromethoxy)-7-methylquinoxaline